C1(=CC=CC=C1)C1=C2C(=NO1)C=CC(=C2)C(=O)O 3-phenylbenzo[c]isoxazole-5-carboxylic acid